1-Trifluoromethyl-2,3,5,6-benzenetetracarboxylic acid FC(C1=C(C(=CC(=C1C(=O)O)C(=O)O)C(=O)O)C(=O)O)(F)F